2-(((4-(thien-2-yl)-6-(trifluoromethyl)pyrimidin-2-yl)sulfonyl)methyl)benzonitrile S1C(=CC=C1)C1=NC(=NC(=C1)C(F)(F)F)S(=O)(=O)CC1=C(C#N)C=CC=C1